5-amino-N-(tert-butyl)-1H-pyrazole-4-carboxamide NC1=C(C=NN1)C(=O)NC(C)(C)C